CC(C)=CCC[C@@H](C)CCO |r| (±)-β-citronellol